NCC1=C(C=CC=C1)N1N=C(C=C1)N(C)C 1-(2-(aminomethyl)phenyl)-N,N-dimethyl-1H-pyrazol-3-amine